C(C)OC(C[C@@H](CCl)O[Si](C)(C)C(C)(C)C)=O (3S)-4-chloro-3-tert-butyldimethylsilyloxy-butanoic acid ethyl ester